C(C)C=1C(=CC(NN1)=O)OC(C(C)C)=O 6-ethyl-5-(isobutyryloxy)pyridazin-3(2H)-one